N1=NC=C(C=C1)NC(=O)[C@@H]1CC12CCN(CC2)C(=O)OC(C(F)(F)F)C(F)(F)F |r| 1,1,1,3,3,3-Hexafluoropropan-2-yl (±)-1-(pyridazin-4-ylcarbamoyl)-6-azaspiro[2.5]octan-6-carboxylat